C(C)C(C#N)CC diethyl-acetonitrile